CN1N=NC2=C1C=CC(=C2C)CCC(=O)O 3-(1,4-dimethylbenzotriazol-5-yl)propanoic acid